BrC=1C=CC=C2C(CCOC12)(C)C=1N=C(NC1)C=1C=C(OC=2C(=C3C=CNC3=CC2F)F)C=CC1F 5-[3-[4-(8-bromo-4-methyl-chroman-4-yl)-1H-imidazol-2-yl]-4-fluoro-phenoxy]-4,6-difluoro-1H-indole